CSC1=NC=CC(=N1)C1=NNC2=CC=CC=C12 3-(2-(methylthio)pyrimidin-4-yl)-1H-indazole